ClC=1N=NC(=CC1C1C(C1)CF)C=1C(=NC(=NC1)OC)OC 3-chloro-6-(2,4-dimethoxypyrimidin-5-yl)-4-(2-(fluoromethyl)cyclopropyl)pyridazine